C(C(C)C)(=O)OOC(C(C)C)=O isobutyryl peroxid